C1(=CC=CC=C1)C1=C(C(=CC=C1)C1=CC=CC=C1)NC1=CC2=C(OC3=C2C=CC=C3)C=C1N N2-([1,1':3',1''-terphenyl]-2'-yl)dibenzo[b,d]furan-2,3-diamine